BrC=1C(=C(C=CC1)C(C(=O)O)O)F 2-(3-bromo-2-fluorophenyl)-2-hydroxyacetic acid